bisdodecyl-trimethyl-ammonium chloride [Cl-].C(CCCCCCCCCCC)C([NH+](C)C)CCCCCCCCCCCC